2-(1-cyanocyclopropyl)-N-[1-[3-(triazol-2-yl)pyrazin-2-yl]ethyl]-6-(trifluoromethyl)pyridine-4-carboxamide C(#N)C1(CC1)C1=NC(=CC(=C1)C(=O)NC(C)C1=NC=CN=C1N1N=CC=N1)C(F)(F)F